tetrabutyl-ammonium difluoride [F-].[F-].C(CCC)[N+](CCCC)(CCCC)CCCC.C(CCC)[N+](CCCC)(CCCC)CCCC